N-[(1S)-1-(4-cyano-2-fluorophenyl)ethyl]-2-(4,5-dimethyl-2-oxo-1H-1,6-naphthyridin-3-yl)acetamide C(#N)C1=CC(=C(C=C1)[C@H](C)NC(CC=1C(NC2=CC=NC(=C2C1C)C)=O)=O)F